2-(3-fluoro-2-methoxyphenyl)-5,6,6a,7,8,9-hexahydropyrrolo[1',2':4,5]-pyrazino[2,3-c]pyridazin-8-amine FC=1C(=C(C=CC1)C=1C=C2C(=NN1)NCC1N2CC(C1)N)OC